[(2R,3S,4R,5R)-5-[2-cyano-4-(3,3-difluoropyrrolidin-1-yl)-pyrrolo[2,3-d]-pyrimidin-7-yl]-3,4-dihydroxy-tetrahydro-furan-2-yl]methoxy-methylphosphonic acid C(#N)C=1N=C(C2=C(N1)N(C=C2)[C@H]2[C@@H]([C@@H]([C@H](O2)COCP(O)(O)=O)O)O)N2CC(CC2)(F)F